CO\C=C(/OC=1C=C(C=CC1C)B(O)O)\C(=O)OC [3-[(Z)-2-methoxy-1-methoxycarbonyl-vinyloxy]-4-methyl-phenyl]boronic acid